ClC=1C=C(C(=NC1)COC=1C=C(C=CC1)C1CCN(CC1)CC1=NC2=C(N1C[C@H]1OCC1)C=C(C=C2)C(=O)O)F (S)-2-((4-(3-((5-chloro-3-fluoropyridin-2-yl)methoxy)phenyl)piperidin-1-yl)methyl)(oxetane-2-ylmethyl)-1H-benzo[d]imidazole-6-carboxylic acid